ClC1=CC=C(C=C1)[C@@]1(N(C(C2=CC(=CC=C12)C(C)(C)O)=O)CC1=CC=C(C=C1)Cl)OCC1COCC1 (3R)-3-(4-chlorophenyl)-2-[(4-chlorophenyl)methyl]-6-(2-hydroxypropan-2-yl)-3-[(oxolan-3-yl)methoxy]-2,3-dihydro-1H-isoindol-1-one